ClC=1C=C(C=CC1OC)N1N=NC(=C1)C(O)C1=C(N=CC=2N1C=NC2)C2CC2 [1-(3-chloro-4-methoxy-phenyl)-1H-[1,2,3]triazol-4-yl]-(6-cyclopropyl-imidazo[1,5-a]pyrazin-5-yl)-methanol